(rac)-1,2-propanediamine C([C@@H](C)N)N |r|